O=C1NC(CCC1N1C(C2=CC=C(C=C2C1=O)CN1CCC(=CC1)C=1C2=C(N=CN1)SC(=C2)C2=CC=CC=C2)=O)=O 2-(2,6-dioxopiperidin-3-yl)-5-((4-(6-phenylthieno[2,3-d]pyrimidin-4-yl)-3,6-dihydropyridin-1(2H)-yl)methyl)isoindoline-1,3-dione